ClC=1C=CC(=C(C1)C(C)=O)C=1C=CC2=C3C1C=CC=C3C(C=3C=CC=CC23)(C)C 1-(5-chloro-2-(7,7-dimethyl-7H-benzo[de]anthracene-3-yl)phenyl)ethanone